2-(1-(3-chlorobenzyl)-4-oxo-1,2-dihydro-quinazolin-3(4H)-yl)acetic acid ClC=1C=C(CN2CN(C(C3=CC=CC=C23)=O)CC(=O)O)C=CC1